9-(1-((6-chloro-2-(pyrimidin-5-yl)pyridin-3-yl)amino)ethyl)-4-(2,2-difluoroethyl)-3-ethyl-7-methyl-3,4-dihydro-5H-pyrazolo[3,4-c]isoquinolin-5-one ClC1=CC=C(C(=N1)C=1C=NC=NC1)NC(C)C=1C=2C3=C(N(C(C2C=C(C1)C)=O)CC(F)F)N(N=C3)CC